Isopropyl-5-methoxy-[1,1'-biphenyl]-3,4-diol C(C)(C)C1=C(C=C(C(=C1O)O)OC)C1=CC=CC=C1